C(C1=CC=CC=C1)OC1=C(C(=O)O)C=CC(=C1)C(C)(F)F 2-(benzyloxy)-4-(1,1-difluoroethyl)benzoic acid